N,N-diethyldibenzylammonium C(C)[N+](CC)(CC1=CC=CC=C1)CC1=CC=CC=C1